C1(CC1)C#C[C@@]1(NC(NC2=CC(=C(C=C12)F)CN1C(=NC=C1)CO)=O)C(C)(F)F (S)-4-(cyclopropylethynyl)-4-(1,1-difluoroethyl)-6-fluoro-7-((2-(hydroxymethyl)-1H-imidazol-1-yl)methyl)-3,4-dihydroquinazolin-2(1H)-one